FC(C1=NC=CC(=C1)OCC(=O)O)(F)F 2-[[2-(trifluoromethyl)-4-pyridyl]oxy]acetic acid